(E)-1,14-dibromotetradec-7-ene BrCCCCCC\C=C\CCCCCCBr